3-iodobenzonitrile IC=1C=C(C#N)C=CC1